NCCC(C)O 4-aminobutan-2-ol